C(C1=CC=CC=C1)OC(=O)N[C@@]1(CN(CC1)C(=O)OC(C)(C)C)\C=C\C=1C(=NC(=CC1)C)Cl tert-butyl (3R)-3-{[(benzyloxy)carbonyl]amino}-3-[(E)-2-(2-chloro-6-methylpyridin-3-yl)ethenyl]pyrrolidine-1-carboxylate